NCCOCCOCCNCCN1CCN(CC1)CCOCCOCCN {2-[2-(2-aminoethoxy)ethoxy]ethyl}[2-(4-{2-[2-(2-aminoethoxy)ethoxy]ethyl}piperazin-1-yl)ethyl]amine